3-nitroso-3-azaspiro[5.5]undecane N(=O)N1CCC2(CC1)CCCCC2